C1(=CC=CC=C1)CN1CC2(CCC(C1)N2CC2=CC=CC=C2)CO (3,8-diphenylmethyl-3,8-diazabicyclo[3.2.1]octan-1-yl)methanol